4-(6-chloro-2-(hydroxymethyl)pyridin-3-yl)tetrahydro-2H-pyran-4-carbonitrile ClC1=CC=C(C(=N1)CO)C1(CCOCC1)C#N